2,4-diphenyl-6-(m-tolyl)-1,3,5-triazine C1(=CC=CC=C1)C1=NC(=NC(=N1)C1=CC=CC=C1)C=1C=C(C=CC1)C